2-(1-fluorocyclopropyl)-4-methyl-7,8-dihydro-4H-pyrazolo[1,5-a][1,3]diazepin-5(6H)-one FC1(CC1)C1=NN2C(N(C(CCC2)=O)C)=C1